CC1CCC(CC1)CNCC=1C=CC=2N(C1)C=C(N2)CN2C(C1=CN=CC(=C1C=C2)C2=CC=CC=C2)=O 2-((6-((((4-methylcyclohexyl)methyl)amino)methyl)imidazo[1,2-a]pyridin-2-yl)methyl)-5-phenyl-2,7-naphthyridin-1(2H)-one